ClC=1C=CC(=C(C1)C=1N=CN(C(C1)=O)[C@H]1CCC[C@H](C(NC=2C=NN(C2C=2C=CN=C1C2)C)=O)C)C2=CC=C(C=C2)C (9R,13S)-13-{4-[5-chloro-2-(4-methylphenyl)phenyl]-6-oxo-1,6-dihydropyrimidin-1-yl}-3,9-dimethyl-3,4,7,15-tetraazatricyclo[12.3.1.02,6]Octadecan-1(18),2(6),4,14,16-pentaen-8-one